C(C)(C)(C)OC(=O)N1CCCC2=CC=C(N=C12)CCCCC(=O)N(C)OC 7-(5-(methoxy(methyl)amino)-5-oxopentyl)-3,4-dihydro-1,8-naphthyridine-1(2H)-carboxylic acid tert-butyl ester